N-(4-(3,4-dichloro-phenyl)-2-methyl-but-3-yn-2-yl)piperazine-1-carboxamide hydrochloride Cl.ClC=1C=C(C=CC1Cl)C#CC(C)(C)NC(=O)N1CCNCC1